C(C)[S@](=O)(=N)C=1C=C(C=NC1C1=NC2=C(N=NC(=C2)C(F)(F)F)N1C)C1(CC1)C#N (R)-1-[5-(ethylsulfonimidoyl)-6-[7-methyl-3-(trifluoromethyl)imidazo[4,5-c]pyridazin-6-yl]-3-pyridyl]cyclopropanecarbonitrile